tert-butyl 2-[(1RS,3SR,4SR)-3-(azetidin-1-yl)-4-([tert-butyl (diphenyl)silyl]oxy)cyclopentyl]hydrazinecarboxylate N1(CCC1)[C@H]1C[C@H](C[C@@H]1O[Si](C1=CC=CC=C1)(C1=CC=CC=C1)C(C)(C)C)NNC(=O)OC(C)(C)C |r|